NC1=NC=NN2C1=CC=C2C2(O[C@@H]([C@H]([C@H]2OC2=CC=CC=C2)OC2=CC=CC=C2)COC2=CC=CC=C2)O (3R,4R,5R)-2-(4-aminopyrrolo[2,1-f][1,2,4]triazin-7-yl)-3,4-bis(phenyloxy)-5-((phenyloxy)methyl)tetrahydrofuran-2-ol